O=C1C=C(N=C2N1N=C(S2)N2CCN(C1(CC1)C2)C(=O)OCC2=CC=CC=C2)OS(=O)(=O)C2=CC=C(C=C2)C benzyl 7-[5-oxo-7-(p-tolylsulfonyloxy)-[1,3,4]thiadiazolo[3,2-a]pyrimidin-2-yl]-4,7-diazaspiro[2.5]octane-4-carboxylate